2-(1-(4-tert-butylphenyl)-2,2,2-trifluoro-1-hydroxyethyl)-1-ethyl-1H-benzo[d]imidazole-6-carboxylic acid C(C)(C)(C)C1=CC=C(C=C1)C(C(F)(F)F)(O)C1=NC2=C(N1CC)C=C(C=C2)C(=O)O